ClC1=C(C=C(C=2C3=C(NC12)CCNC([C@@H]3C)=O)OCCOC)Cl |r| racemic-7,8-dichloro-10-(2-methoxyethoxy)-1-methyl-3,4,5,6-tetrahydroazepino[4,5-b]indol-2(1H)-one